OC1=CC=C(CCNC(CCCCCCC\C=C/CCCCCCCC)=O)C=C1 N-(4-Hydroxyphenethyl)oleamide